C1(C=CC(N1C(CON1C(CCC1=O)=O)C)=O)=O N-β-maleimidopropoxysuccinimide